6-ethyl-N-(pyridin-4-yl)quinoline-8-carboxamide C(C)C=1C=C2C=CC=NC2=C(C1)C(=O)NC1=CC=NC=C1